C(CCC)[Sn](C(=C)COC)(CCCC)CCCC tributyl(3-methoxyprop-1-en-2-yl)stannane